BrC=1C=CC(=C(OCC(CN(C)CC2=CC(=C(C=C2)OCCN2CCC(CC2)C)OC)O)C1)C 1-(5-bromo-2-methylphenoxy)-3-((3-methoxy-4-(2-(4-methylpiperidin-1-yl)ethoxy)benzyl)(methyl)amino)propan-2-ol